FC(OC1=CC=C(C(=O)N2CCC(CC2)C=2C=3C(N=CC2)=NC(N3)=O)C=C1)(F)F 7-[1-(4-trifluoromethoxy-benzoyl)-4-piperidyl]-imidazo[4,5-b]pyridin-2-one